3-fluoro-4-((6-(piperidin-4-yloxy)pyridin-2-yl)methoxy)benzonitrile FC=1C=C(C#N)C=CC1OCC1=NC(=CC=C1)OC1CCNCC1